C(C)(=O)O[C@H]1[C@@H](SC=2C(=NC=CC2)Br)O[C@@H]([C@@H]([C@@H]1N1N=NC(=C1)C1=CC(=C(C=C1)F)F)OC(C)=O)COC(C)=O Bromopyridin-3-yl 2,4,6-tri-O-acetyl-3-deoxy-3-[4-(3,4-difluorophenyl)-1H-1,2,3-triazol-1-yl]-1-thio-α-D-galactopyranoside